CN1N=CC(=C1)C=1C=C2C(=NC1)NC=C2C2=CC=C1C(NC3(C1=C2)CCCCC3)=O 6'-(5-(1-methyl-1H-pyrazol-4-yl)-1H-pyrrolo[2,3-b]pyridin-3-yl)spiro[cyclohexane-1,1'-isoindolin]-3'-one